3-(2,2-difluoroethoxy)-4-(8-methyl-8-azabicyclo[3.2.1]oct-2-en-3-yl)-2-nitroAniline FC(COC=1C(=C(N)C=CC1C1=CC2CCC(C1)N2C)[N+](=O)[O-])F